tert-butyl N-[1-(2,2-difluoro-5-prop-2-ynoxy-pentyl)-6-methyl-2-oxo-5-(2,3,6-trifluorophenyl)-3-piperidyl]carbamate FC(CN1C(C(CC(C1C)C1=C(C(=CC=C1F)F)F)NC(OC(C)(C)C)=O)=O)(CCCOCC#C)F